O[C@H]1[C@H]2[C@@H]3CC[C@H]([C@@H](CCCC(C)CO)C)[C@]3(CC[C@@H]2[C@]2(CC[C@@H](CC2=C1)O)C)C 7α,27-dihydroxycholesterol